C1=CC(=CC=2OC3=C(C21)C=CC=C3)C3=CC=C(C=C3)NC3=CC=C(C=C3)C3=CC2=CC=CC=C2C=C3 (4-dibenzofuran-3-yl-phenyl)-(4-naphthalen-2-yl-phenyl)amine